(4bS,8aS)-4b,5,6,7,8,8a,9,10-Octahydro-4b,8,8-trimethyl-1-(1-methylethyl)-2-phenanthrenol C[C@]12C=3C=CC(=C(C3CC[C@H]2C(CCC1)(C)C)C(C)C)O